1-(bromomethyl)cyclopent-1-ene BrCC1=CCCC1